C(C)(C)(C)C1=C(C=2C(=NC=C(N2)C(=O)O)O1)C 6-tert-butyl-7-methyl-furo[2,3-b]pyrazine-2-carboxylic acid